CC1=C(C(=CC=C1)C)SP(C1=CC=CC=C1)SC1=C(C=CC=C1C)C bis[(2,6-dimethylphenyl)thio]phenylphosphine